3-(1H-pyrazol-5-yl)-1-(2,2,2-trifluoroethyl)-1H-pyrazolo[4,3-b]pyridine N1N=CC=C1C1=NN(C=2C1=NC=CC2)CC(F)(F)F